COC(C1=C(C(=C(C=C1)Br)Cl)N)=O 2-Amino-4-bromo-3-chlorobenzoic acid methyl ester